BrC1=C(C=CC2=CC(=C(C=C12)O)C=1N=NC(=CC1)N(C1CC(NC(C1)(C)C)(C)C)C)O 1-bromo-6-(6-(methyl(2,2,6,6-tetramethylpiperidin-4-yl)amino)pyridazin-3-yl)naphthalene-2,7-diol